oxotin O=[Sn]